C(C(O)C)(=O)O.N[C@@H](C(=O)N[C@@H](C(=O)N)CC(C)C)CC1=CC=CC=C1 (2R)-2-[[(2R)-2-amino-3-phenyl-propionyl]amino]-4-methyl-valeramide lactate